The molecule is a branched aminopentasaccharide comprising beta-D-glucose at the reducing end with a beta-D-galactosyl-(1->4)-[beta-D-glucosyl-(1->6)]-N-acetyl-beta-D-glucosaminyl-(1->3)-beta-D-galactosyl moiety at the 4-position. It is an amino pentasaccharide and a glucosamine oligosaccharide. CC(=O)N[C@@H]1[C@H]([C@@H]([C@H](O[C@H]1O[C@H]2[C@H]([C@H](O[C@H]([C@@H]2O)O[C@@H]3[C@H](O[C@H]([C@@H]([C@H]3O)O)O)CO)CO)O)CO[C@H]4[C@@H]([C@H]([C@@H]([C@H](O4)CO)O)O)O)O[C@H]5[C@@H]([C@H]([C@H]([C@H](O5)CO)O)O)O)O